COC=1C(=NC=CC1)C=1C=C2CN(C(C2=CC1)=O)C1C(NC(CC1)=O)=O 3-(5-(3-methoxypyridin-2-yl)-1-oxoisoindolin-2-yl)piperidine-2,6-dione